15-iodopentadecanol ICCCCCCCCCCCCCCCO